5-amino-2,4-di-tertbutylphenyl methyl carbonate C(OC1=C(C=C(C(=C1)N)C(C)(C)C)C(C)(C)C)(OC)=O